3-(2,2-Dimethylpyrrolidin-1-yl)-2,2-Dimethylpropanoic acid methyl ester COC(C(CN1C(CCC1)(C)C)(C)C)=O